C12C(C3CC(CC(C1)C3)C2)NC(=O)C=2NC=C(C2)C=2C=NC=CC2 N-(adamantan-2-yl)-4-(pyridin-3-yl)-1H-pyrrole-2-carboxamide